The molecule is an amino dicarboxylic acid that is meso-2,6-diaminopimelic acid in which a hydrogen at position 3 has been replaced by a hydroxy group. It is a constituent of bacterial cell wall peptidoglycan. It is an amino dicarboxylic acid, a 3-hydroxy carboxylic acid and a non-proteinogenic alpha-amino acid. It derives from a meso-2,6-diaminopimelic acid. C(CC([C@H](C(=O)O)N)O)[C@@H](C(=O)O)N